CN(C1=C(C(=NC=2N1N=CN2)C)C2=CC=C(C=C2)CC[SH2](=O)C=N)C (2-{4-[7-(dimethylamino)-5-methyl-[1,2,4]triazolo[1,5-a]pyrimidin-6-yl]phenyl}ethyl)(imino)methyl-λ6-sulfanone